N[C@H]1CN(CC1)S(=O)(=O)C1(CC1)CN1C(C2=C(CC1)C(=NN2C)C(=O)NCC2=CC=C(C=C2)C#N)=O (R)-6-((1-((3-Aminopyrrolidin-1-yl)sulfonyl)cyclopropyl)methyl)-N-(4-cyanobenzyl)-1-methyl-7-oxo-4,5,6,7-tetrahydro-1H-pyrazolo[3,4-c]pyridine-3-carboxamide